N-(2-(3-isopropylpiperazin-1-yl)pyrimidin-4-yl)-1H-indazol-5-amine C(C)(C)C1CN(CCN1)C1=NC=CC(=N1)NC=1C=C2C=NNC2=CC1